1-(4-(2-(5-fluoro-2-(3-((methylamino)methyl)imidazo[1,2-a]pyridin-6-yl)phenoxy)ethyl)-1,5-dimethyl-1H-pyrazol-3-yl)-2,2-dimethylpropan-1-ol FC=1C=CC(=C(OCCC=2C(=NN(C2C)C)C(C(C)(C)C)O)C1)C=1C=CC=2N(C1)C(=CN2)CNC